N-(2-Hydroxy-2-methylpropyl)-1-methyl-1H-pyrazol-4-aminide 3,3,3-trifluoropropanoate FC(CC(=O)[O-])(F)F.OC(C[N-]C=1C=NN(C1)C)(C)C